C12NCC(C(C1)N1C(N(C3=NC(=NC=C3C1)NC1=CC=C(C=C1)N1CCN(CC1)C)C)=O)C2 3-(2-azabicyclo[2.2.1]heptan-5-yl)-1-methyl-7-[4-(4-methylpiperazin-1-yl)anilino]-4H-pyrimido[4,5-d]pyrimidin-2-one